N-[(6-Amino-2-pyridyl)sulfonyl]-5-(3,5-dimethylphenyl)-2-(2,2,4-trimethylpyrrolidin-1-yl)pyridin-3-carboxamid NC1=CC=CC(=N1)S(=O)(=O)NC(=O)C=1C(=NC=C(C1)C1=CC(=CC(=C1)C)C)N1C(CC(C1)C)(C)C